C1(=CC=CC2=CC=CC=C12)CO[C@H](CC1=C(C(=CC=C1)C1=C(C=C(C=C1C)C)C)O)[C@@H](CC1=C(C(=CC=C1)C1=C(C=C(C=C1C)C)C)O)OCC1=CC=CC2=CC=CC=C12 ((2r,3r)-2,3-bis(naphthalen-1-ylmethoxy)butan-1,4-diyl)bis(2',4',6'-triMethyl-[1,1'-biphenyl]-2-ol)